1,1,1,3,3,3-Hexafluoropropan-2-yl (±)-1-((1-methylpiperidin-4-yl)carbamoyl)-6-azaspiro[2.5]octan-6-carboxylat CN1CCC(CC1)NC(=O)[C@@H]1CC12CCN(CC2)C(=O)OC(C(F)(F)F)C(F)(F)F |r|